2-((2-chloro-3-(1-methyl-1H-pyrazole-3-yl)phenyl)mercapto)pteridine ClC1=C(C=CC=C1C1=NN(C=C1)C)SC1=NC2=NC=CN=C2C=N1